CNC(C=CC=1SC=CC1)=O N-methyl-3-(thiophen-2-yl)acrylamide